[(2-{6-cyclopropyl-4-[4-fluoro-2-(4-methyl-1,2,4-triazol-3-yl)phenyl]pyridin-2-yl}-6,7-difluoro-1,3-benzoxazol-5-yl)methyl](ethyl)amine C1(CC1)C1=CC(=CC(=N1)C=1OC2=C(N1)C=C(C(=C2F)F)CNCC)C2=C(C=C(C=C2)F)C2=NN=CN2C